3-(6-diphenylphosphinoylnaphthalen-2-yl)-1,10-phenanthroline C1(=CC=CC=C1)P(=O)(C=1C=C2C=CC(=CC2=CC1)C=1C=NC2=C3N=CC=CC3=CC=C2C1)C1=CC=CC=C1